NCCCCCN 1,7-diazaheptane